N-(3-trimethoxysilylpropyl)gluconamide CO[Si](CCCNC(=O)[C@H](O)[C@@H](O)[C@H](O)[C@H](O)CO)(OC)OC